C(CCCCC)(=O)OCC\C=C/CC Cis-3-hexenyl caproate